R-3-cyano-5-methylhexanenitrile C(#N)[C@@H](CC#N)CC(C)C